OC(C)(C)C=1C=CC(=C(C1)C=1C2=C(C(N(C1)C)=O)NC=C2)OC2=NC=C(C=C2)N2CC(C2)CC2CCNCC2 4-[5-(1-hydroxy-1-methyl-ethyl)-2-[[5-[3-(4-piperidylmethyl)azetidin-1-yl]-2-pyridyl]oxy]phenyl]-6-methyl-1H-pyrrolo[2,3-c]pyridin-7-one